FC(C1(CC1)CNC(=O)C1=CC2=C(NC=N2)C=C1)(F)F N-[[1-(trifluoromethyl)cyclopropyl]methyl]-1H-benzoimidazole-5-carboxamide